OC1=C2[C@H]3[C@H](C(OC2=CC(=C1)C1(CCC1)C(=O)OCCCCC#N)(C)C)CC=C(C3)C 4-cyanobutyl 1-((6aR,10aR)-1-hydroxy-6,6,9-trimethyl-6a,7,10,10a-tetrahydro-6H-benzo[c]chromen-3-yl)cyclobutanecarboxylate